(+/-)-(1S,2S)-2-fluoro-N-[(3-{4-[(1-methylpiperidin-4-yl)amino]-1-(2,2,2-trifluoroethyl)-1H-indol-2-yl}-1,2,4-oxadiazol-5-yl)methyl]cyclopropane-1-carboxamide F[C@@H]1[C@@H](C1)C(=O)NCC1=NC(=NO1)C=1N(C2=CC=CC(=C2C1)NC1CCN(CC1)C)CC(F)(F)F |r|